ClC1=CC(=C(C=C1)C1=C(N=C(S1)NC1=C(C(=O)O)C=C(C=N1)C(F)(F)F)C(C)C)F 2-(5-(4-chloro-2-fluorophenyl)-4-isopropylthiazol-2-ylamino)-5-(trifluoromethyl)nicotinic acid